methyl (R/S)-4-(5-(2,2-difluorocyclopropane-1-carboxamido)benzo[d]oxazol-2-yl)picolinate FC1([C@H](C1)C(=O)NC=1C=CC2=C(N=C(O2)C2=CC(=NC=C2)C(=O)OC)C1)F |r|